C[C@@]12[C@@H](O)CC[C@H]1[C@@H]1CC[C@@H]3CC(O)CC[C@]3(C)[C@H]1CC2 α,5β-androstanediol